C(C=C)(=O)[O-] 2-PROPENOATE